1-(3-fluorocyclohex-2-en-1-yl)-3-(isoquinolin-4-yl)-2-oxoimidazolidine-4-carbonitrile FC1=CC(CCC1)N1C(N(C(C1)C#N)C1=CN=CC2=CC=CC=C12)=O